C(C(=C)C)(=O)OCCCCCCCOC(C(=C)C)=O heptylene glycol dimethacrylate